N-cyclohexyl-2-(2,6-dioxopiperidin-3-yl)-1-oxoisoindoline-5-carboxamide C1(CCCCC1)NC(=O)C=1C=C2CN(C(C2=CC1)=O)C1C(NC(CC1)=O)=O